COC1=CC=C(CN(S(=O)(=O)C2=C(C=CC(=C2C=2N=NN(N2)CC2=CC=C(C=C2)OC)I)S(=O)(=O)NC[C@@H](CNC(OC(C)(C)C)=O)O)CC2=CC=C(C=C2)OC)C=C1 tert-butyl (R)-(3-((2-(N,N-bis(4-methoxybenzyl)sulfamoyl)-4-iodo-3-(2-(4-methoxybenzyl)-2H-tetrazol-5-yl)phenyl)sulfonamido)-2-hydroxypropyl)carbamate